O[C@@H]1COCC[C@H]1NS(=O)(=O)C1=CC=C(C=C1)C N-[(3S,4R)-3-hydroxyoxan-4-yl]-4-methylbenzenesulfonamide